CN(C(CCN1N=C(C=C(C1=O)C(=O)C1=C(CCCC1=O)O)C)=O)C.[Na] sodium 2-[2-[3-(dimethylamino)-3-oxo-propyl]-6-methyl-3-oxo-pyridazine-4-carbonyl]-3-oxo-cyclohexen-1-ol